5-(2-chloro-5-(isobutyrylaminomethyl)benzoylamino)-N-(4-chlorophenyl)-1-(2-methoxyethyl)-1H-indole-2-carboxamide ClC1=C(C(=O)NC=2C=C3C=C(N(C3=CC2)CCOC)C(=O)NC2=CC=C(C=C2)Cl)C=C(C=C1)CNC(C(C)C)=O